1-(4-hydroxyphenyl)-3-(2-methylphenyl)-2-propen-1-one OC1=CC=C(C=C1)C(C=CC1=C(C=CC=C1)C)=O